bicyclo[1.1.1]pentane-1,3-dicarboxylic acid [4-(1-carbamimidoyl-1,2,3,6-tetrahydro-pyridin-4-yl)-2-fluoro-phenyl]-amide (4-guanidinomethyl-phenyl)-amide N(C(=N)N)CC1=CC=C(C=C1)NC(=O)C12CC(C1)(C2)C(=O)NC2=C(C=C(C=C2)C=2CCN(CC2)C(N)=N)F